(R)-5-(1-((1-(3-nitro-5-(trifluoromethyl)phenyl)ethyl)amino)-4-oxo-3,4-dihydro Pyrido[3,4-d]pyridazin-7-yl)-3,6-dihydropyridine-1(2H)-carboxylate [N+](=O)([O-])C=1C=C(C=C(C1)C(F)(F)F)[C@@H](C)NC=1C2=C(C(NN1)=O)C=NC(=C2)C2=CCCN(C2)C(=O)[O-]